2-[(2R)-4-(2-chloro-4-fluorobenzoyl)-2-ethylpiperazin-1-yl]-5-(2-ethoxypyridin-3-yl)-N-[(3R)-1-methylpyrrolidin-3-yl]benzene-1-sulfonamide ClC1=C(C(=O)N2C[C@H](N(CC2)C2=C(C=C(C=C2)C=2C(=NC=CC2)OCC)S(=O)(=O)N[C@H]2CN(CC2)C)CC)C=CC(=C1)F